(2-(1H-pyrazol-4-yl)-4-(2-(6-(trifluoromethyl)imidazo[1,2-a]pyridin-3-yl)pyrimidin-4-yl)piperazin-1-yl)(cyclopropyl)methanone N1N=CC(=C1)C1N(CCN(C1)C1=NC(=NC=C1)C1=CN=C2N1C=C(C=C2)C(F)(F)F)C(=O)C2CC2